COCCNC(CCC)=O N-(2-methoxyethyl)butanamide